4-(5-(Hydroxymethyl)oxazole-2-yl)piperidine-1-carboxylic acid tert-butyl ester C(C)(C)(C)OC(=O)N1CCC(CC1)C=1OC(=CN1)CO